N1=CN=C(C=C1)C=1C=CC(=NC1)NC(CN1C=NC(=C1)C1=CC(=NC=C1)C(F)(F)F)=O N-(5-pyrimidin-4-yl-2-pyridyl)-2-[4-[2-(trifluoromethyl)-4-pyridyl]imidazol-1-yl]acetamide